8-(4-morpholinophenyl)-N-(3-(1-methylpiperazin-4-yl)phenyl)quinazolin-2-amine O1CCN(CC1)C1=CC=C(C=C1)C=1C=CC=C2C=NC(=NC12)NC1=CC(=CC=C1)N1CCN(CC1)C